(2R,4R)-1-(3-chloro-2-fluorobenzyl)-4-((3',5-difluoro-6'-((5-meth-yl-1H-pyrazol-3-yl)amino)-[2,4'-bipyridin]-2'-yl)methyl)-2-meth-ylpiperidine-4-carboxylic acid ClC=1C(=C(CN2[C@@H](C[C@@](CC2)(C(=O)O)CC2=NC(=CC(=C2F)C2=NC=C(C=C2)F)NC2=NNC(=C2)C)C)C=CC1)F